3-(4-(2-(2-(2-azidoethoxy)ethoxy)ethoxy)-3,5-dichlorophenyl)-3-(2-(5-((4-methylpyridin-2-yl)amino)pentanamido)acetamido)propanoic acid N(=[N+]=[N-])CCOCCOCCOC1=C(C=C(C=C1Cl)C(CC(=O)O)NC(CNC(CCCCNC1=NC=CC(=C1)C)=O)=O)Cl